[(2S)-1-[2-(2-chlorophenyl)-3-(4-chlorophenyl)-7-[(1,1-dioxothian-4-yl)amino]pyrazolo[1,5-a]pyrimidin-5-yl]pyrrolidin-2-yl]methanol ClC1=C(C=CC=C1)C1=NN2C(N=C(C=C2NC2CCS(CC2)(=O)=O)N2[C@@H](CCC2)CO)=C1C1=CC=C(C=C1)Cl